4-Methoxy-4'-(trifluoromethyl)-1,1'-biphenyl COC1=CC=C(C=C1)C1=CC=C(C=C1)C(F)(F)F